BrC=1N=C(C(=NC1)NC(=O)C1=NC(=CC=C1)OC)NC1=C(C=CC=C1OC)OC N-(5-bromo-3-((2,6-dimethoxyphenyl)amino)pyrazin-2-yl)-6-methoxypyridinecarboxamide